tert-butyl (2s)-2-((tert-butoxycarbonyl)amino)-4-((2-(3-oxo-1-(trifluoromethyl)-1,3-dihydroisobenzofuran-1-yl)ethyl)sulfonyl)butanoate C(C)(C)(C)OC(=O)N[C@H](C(=O)OC(C)(C)C)CCS(=O)(=O)CCC1(OC(C2=CC=CC=C12)=O)C(F)(F)F